N-(imidazo[1,2-b]pyridazin-3-yl)-1-cyclohexyl-2H-indazole-5-carboxamide N=1C=C(N2N=CC=CC21)NC(=O)C=2C=C1CNN(C1=CC2)C2CCCCC2